2-[5-[(1S)-1-[[6-chloro-8-(trifluoromethyl)quinazolin-4-yl]-methyl-amino]ethyl]-1,2,4-triazol-1-yl]thiazole-5-carbonitrile ClC=1C=C2C(=NC=NC2=C(C1)C(F)(F)F)N([C@@H](C)C1=NC=NN1C=1SC(=CN1)C#N)C